4-azido-1-(2-bromoacetyl)pyrrolidine-2-carbonitrile N(=[N+]=[N-])C1CC(N(C1)C(CBr)=O)C#N